4-(2-fluorophenyl)-7-(4-(hydroxymethyl)-1,3-thiazol-5-yl)-2-(2-(2-propenoyl)-2,6-diazaspiro[3.4]octan-6-yl)-1,5-naphthyridine-3-carbonitrile FC1=C(C=CC=C1)C1=C(C(=NC2=CC(=CN=C12)C1=C(N=CS1)CO)N1CC2(CN(C2)C(C=C)=O)CC1)C#N